pteroyl-monoglutaminic acid C(C1=CC=C(NCC2=CN=C3N=C(N)NC(=O)C3=N2)C=C1)(=O)N[C@@H](CCC(N)=O)C(=O)O